ClC1=CC(N(C=C1)C[C@@H]1CCN(CC12CCCC2)C(=O)N2[C@@H](C[C@@H](CC2)NC)C2=CC=CC=C2)=O 4-chloro-1-(((R)-7-((2s,4R)-4-(methylamino)-2-phenylpiperidine-1-carbonyl)-7-azaspiro[4.5]dec-10-yl)methyl)pyridin-2(1H)-one